SCCCCCCCCCCCCCCC(=O)O 15-mercaptopentadecanoic acid